(S,Z)-6-(6,7-dihydroxy-3,7-dimethyloct-2-en-1-yl)-5-hydroxy-7-(methoxymethoxy)-2-phenyl-4H-chromen-4-one O[C@@H](CC\C(=C/CC=1C(=C2C(C=C(OC2=CC1OCOC)C1=CC=CC=C1)=O)O)\C)C(C)(C)O